N-((3R,4S,6R)-4-amino-6-((S)-1-(4-fluorophenyl)-1,2,3,4-tetrahydroisoquinoline-2-carbonyl)tetrahydro-2H-pyran-3-yl)-2,2,2-trifluoroacetamide N[C@@H]1[C@H](CO[C@H](C1)C(=O)N1[C@H](C2=CC=CC=C2CC1)C1=CC=C(C=C1)F)NC(C(F)(F)F)=O